(E)-2-(2-(pyridin-3-yl)ethyl)oxazole-4-carbaldehyde oxime hydrochloride Cl.N1=CC(=CC=C1)CCC=1OC=C(N1)/C=N/O